6-(hydroxymethyl)imidazo[1,2-a]pyridine OCC=1C=CC=2N(C1)C=CN2